NC=1C=C2C=C(C(N(C2=NC1)C(C)C)=O)OCC(=O)NC 2-((6-amino-1-isopropyl-2-oxo-1,2-dihydro-1,8-naphthyridin-3-yl)oxy)-N-methylacetamide